ClC1=C2C(=NC=C1)NCC2(CC)C=2C=C(C=CC2)N2C(CN(CC2)C(COC2=C1CN(C(C1=CC=C2)=O)C2C(NC(CC2)=O)=O)=O)=O 3-(4-{2-[4-(3-{4-chloro-3-ethyl-1H-pyrrolo[2,3-b]pyridin-3-yl}phenyl)-3-oxopiperazin-1-yl]-2-oxoethoxy}-1-oxo-3H-isoindol-2-yl)piperidine-2,6-dione